1-(2-chloro-3-hydroxy-phenyl)-4-formyl-2,5-dimethyl-pyrrole-3-carboxylic acid ethyl ester C(C)OC(=O)C1=C(N(C(=C1C=O)C)C1=C(C(=CC=C1)O)Cl)C